benzyl-[4-(difluoromethyl) benzenesulfonyl]-1,2-dihydrospiro[indole-3,4'-piperidine]-1'-carboxylate C(C1=CC=CC=C1)C1(N(CCC2(C1)CNC1=CC=CC=C12)C(=O)[O-])S(=O)(=O)C1=CC=C(C=C1)C(F)F